2-(3,5-dichloro-4-((5-cyclobutyl-6-methoxypyridin-3-yl)oxy)phenyl)-3,5-dioxo-2,3,4,5-tetrahydro-1,2,4-triazine-6-carbonitrile ClC=1C=C(C=C(C1OC=1C=NC(=C(C1)C1CCC1)OC)Cl)N1N=C(C(NC1=O)=O)C#N